myristic acid-d C(CCCCCCCCCCCCC)(=O)O[2H]